(4,4,5,5-Tetrafluoro-2-oxapentyl)oxirane FC(COCC1OC1)(C(F)F)F